(4aR,6R,7R,8R,8aR)-8-(4-(4-fluoronaphthalen-1-yl)-1H-1,2,3-triazol-1-yl)-7-methoxy-2,2-dimethylhexahydropyrano[3,2-d][1,3]dioxine-6-carboxylic acid FC1=CC=C(C2=CC=CC=C12)C=1N=NN(C1)[C@@H]1[C@H]([C@@H](O[C@H]2[C@@H]1OC(OC2)(C)C)C(=O)O)OC